(4-bromo-6-chloro-7-fluoro-1H-indol-2-yl)(4-(3-methoxypyridin-2-yl)piperazin-1-yl)methanone BrC1=C2C=C(NC2=C(C(=C1)Cl)F)C(=O)N1CCN(CC1)C1=NC=CC=C1OC